N[C@H](C)C1=CC=C2C(=N1)N(C(=C2)C2=NC1=C(N2C2CC2)C=C(C(=C1)C(=O)OC)F)CC(C=C)(F)F methyl (R)-2-(6-(1-aminoethyl)-1-(2,2-difluorobut-3-en-1-yl)-1H-pyrrolo[2,3-b]pyridin-2-yl)-1-cyclopropyl-6-fluoro-1H-benzo[d]imidazole-5-carboxylate